Cl.COC(=O)C1(CC(=NO1)CCN)CC1=CC=CC=C1.OCCOC=1C=C(C=C(C1)OCCO)NC(C1=CC=CC=C1)=O N-(3,5-bis(2-hydroxyethoxy)phenyl)benzamide methyl-3-(2-aminoethyl)-5-benzyl-4,5-dihydroisoxazol-5-carboxylate hydrochloride